C(CC)OC1=CC=CC2=COC=C12 7-propoxyisobenzofuran